((1-methyl-2-(4-(methylsulfonyl)phenyl)-1H-benzo[d]imidazole-4,6-diyl)bis(4,1-phenylene))dimethanamine CN1C(=NC2=C1C=C(C=C2C2=CC=C(C=C2)CN)C2=CC=C(C=C2)CN)C2=CC=C(C=C2)S(=O)(=O)C